C(CCCCCCCCCCCCC)(=O)[O-].C(CCCCCCCCCCCCC)(=O)O.C(CCCCCCCCCCCCC)(=O)[O-].[OH-].[Al+3] aluminum hydroxide trimyristate